FC=1C(=CC=C(C(=O)NC=2C=NC(=CC2)N2CC(C3=CC(=CC=C23)F)(C)C)C1)O 5-fluoro-N-(6-(5-fluoro-3,3-dimethylindolin-1-yl)pyridin-3-yl)-4-hydroxybenzamide